CN1N=CC(=C1)OC[C@H]1N(CC1)C(=O)OC(C)(C)C Tert-butyl (S)-2-(((1-methyl-1H-pyrazol-4-yl)oxy)methyl)azetidine-1-carboxylate